C(C)NS(=O)(=O)N1CC2=CC(=CC=C2CC1)OC1=CC=C(C=C1)C(F)(F)F N-ethyl-7-(4-(trifluoro-methyl)phenoxy)-3,4-dihydroisoquinoline-2(1H)-sulfonamide